(E)-N-(3-(4-(4-(2-amino-4-(difluoromethyl)pyrimidin-5-yl)-6-morpholino-1,3,5-triazin-2-yl)piperazin-1-yl)-3-oxopropyl)-1-(4-(dimethylamino)but-2-enoyl)-N-methylpiperidine-4-carboxamide NC1=NC=C(C(=N1)C(F)F)C1=NC(=NC(=N1)N1CCOCC1)N1CCN(CC1)C(CCN(C(=O)C1CCN(CC1)C(\C=C\CN(C)C)=O)C)=O